C1(CCCCC1)C1=CC=C(C=C1)NC=1C2=C(N=C(N1)N1C[C@H](OCC1)C)N=CC=C2 (R)-N-(4-cyclohexylphenyl)-2-(2-methyl-morpholino)pyrido[2,3-d]pyrimidin-4-amine